6-(3-(trifluoromethoxy)azetidin-1-yl)quinoline-4-carboxylic acid methyl ester COC(=O)C1=CC=NC2=CC=C(C=C12)N1CC(C1)OC(F)(F)F